(1s,2s)-N-(6-(2,6-dimethylphenyl)imidazo[1,2-a]pyridin-2-yl)-2-fluorocyclopropane-1-carboxamide CC1=C(C(=CC=C1)C)C=1C=CC=2N(C1)C=C(N2)NC(=O)[C@H]2[C@H](C2)F